O=C1N(CC2=C(C=CC=C12)NCC1=CC=C(C=C1)CN1CCNCC1)C1C(NC(CC1)=O)=O 3-(1-oxo-4-((4-(piperazin-1-ylmethyl)benzyl)amino)isoindolin-2-yl)piperidine-2,6-dione